NC1=C(C=2C(=NC=C(N2)C=O)N1C1=C(C(=CC=C1C)OC)C)C(=O)N 6-amino-2-formyl-5-(3-methoxy-2,6-dimethyl-phenyl)pyrrolo[2,3-b]pyrazine-7-carboxamide